C[C@@]1(NC(CC1)=O)C1=CC=C(CC=2C(NC3=CC=CC=C3C2)=O)C=C1 |o1:1| (S or R)-3-(4-(2-methyl-5-oxopyrrolidin-2-yl)benzyl)quinolin-2(1H)-one